O4-methyl-4-(2-ethoxy-2-oxo-ethyl)piperidine-1,4-dicarboxylic acid O1-tert-butyl ester C(C)(C)(C)OC(=O)N1CCC(CC1)(C(=O)OC)CC(=O)OCC